N(=[N+]=[N-])CC=1C(=NC=CC1)C(=O)NC1=CC=C(C=C1)C(F)(F)F (azidomethyl)-N-(4-(trifluoromethyl)phenyl)pyridinecarboxamide